2-(3-fluoro-5-methoxyphenyl)propan-2-amine FC=1C=C(C=C(C1)OC)C(C)(C)N